CN1N=C(C=C1OCCN)C 2-((1,3-dimethyl-1H-pyrazol-5-yl)oxy)ethan-1-amine